1-(3-fluorobicyclo[1.1.1]pentan-1-yl)-4-((5-phenyl-1,3,4-thiadiazol-2-yl)methyl)piperazine-2,3-dione FC12CC(C1)(C2)N2C(C(N(CC2)CC=2SC(=NN2)C2=CC=CC=C2)=O)=O